O1[C@@H](CC1)CN1C(=NC2=C1C=NC(=C2)C2=NOC(=N2)C(F)(F)F)CN2CC(CCC2)O 1-((3-(((S)-oxetan-2-yl)methyl)-6-(5-(trifluoromethyl)-1,2,4-oxadiazol-3-yl)-3H-imidazo[4,5-c]pyridin-2-yl)methyl)piperidin-3-ol